5-[3-({1-[(3R)-pyrrolidin-3-yl]propan-2-yl}amino)-4-(trifluoromethyl)phenyl]-1,3,4-oxadiazol-2(3H)-one N1C[C@H](CC1)CC(C)NC=1C=C(C=CC1C(F)(F)F)C1=NNC(O1)=O